7-(dimethoxymethyl)-4-fluoro-6-bromo-1,2,3,4-tetrahydro-2,4-methylene-1,8-naphthyridine COC(C1=C(C=C2C3(CC(NC2=N1)C3)F)Br)OC